[1-(5-Trifluoromethyl-pyrimidin-2-yl)-azetidin-3-yl]-acetic acid FC(C=1C=NC(=NC1)N1CC(C1)CC(=O)O)(F)F